C(C)(C)(C)N1N=NC(=C1)[C@H](C=1C(=NC(=CC1)F)C)NC=1C=C2C(=C(C=NC2=C(C1)C#N)C#N)NCC(C)(C)C (S)-6-(((1-(tert-butyl)-1H-1,2,3-triazol-4-yl)(6-fluoro-2-methylpyridin-3-yl)methyl)amino)-4-(neopentylamino)quinoline-3,8-dicarbonitrile